C(=O)NCC(=O)OCC Ethyl Formylglycinate